ClCC1=C(C=CC(=C1)CCl)CCl 1,2,5-tris(chloromethyl)-benzene